NC1=CC=C(C(=C1C(=O)NC)F)Br 6-amino-3-bromo-2-fluoro-N-methylbenzamide